C(C)(C)(C)OC(=O)NCCC[C@@H](C(=O)OC)NC(=O)C=1SC(=CC1)NCC=1C(=C2C(=NC(=NC2=CC1)N)N)Cl Methyl (S)-5-((tert-butoxycarbonyl)amino)-2-(5-(((2,4-diamino-5-chloroquinazolin-6-yl) methyl)amino)thiophene-2-carboxamido)pentanoate